3-fluoro-2-((1S,2S)-2-(4,4,5,5-tetramethyl-1,3,2-dioxaborolan-2-yl)cyclopropyl)-5-(trifluoromethyl)pyridine FC=1C(=NC=C(C1)C(F)(F)F)[C@@H]1[C@H](C1)B1OC(C(O1)(C)C)(C)C